CN1CC2CN(CC(C1)C2)C=2C=CC=1N(C2)N=C(N1)C1=C2C=C(N=CC2=C(N=C1)NC)NC(=O)C1CC1 N-(5-(6-(7-methyl-3,7-diazabicyclo[3.3.1]non-3-yl)-[1,2,4]triazolo[1,5-a]pyridin-2-yl)-8-(methylamino)-2,7-naphthyridin-3-yl)cyclopropanecarboxamide